benzyl (2S)-3-methyl-2-(1-oxo-7-((S)-1-tritylaziridine-2-carbonyl)-2,7-diazaspiro[4.4]nonan-2-yl)butanoate CC([C@@H](C(=O)OCC1=CC=CC=C1)N1C(C2(CC1)CN(CC2)C(=O)C2[N@](C2)C(C2=CC=CC=C2)(C2=CC=CC=C2)C2=CC=CC=C2)=O)C